NC1=NNC2=CC=C(C=C12)C=1C=CC2=C(C=3CN(C(C3C=C2)=O)CC(C(=O)N)=C)C1 2-{[8-(3-amino-1H-indazol-5-yl)-3-oxo-1H,2H,3H-benzo[e]isoindol-2-yl]methyl}prop-2-enamide